O1COCC=C1C(=O)N [1,3]Dioxine-6-carboxamide